(1r,3r)-3-(((tert-Butyldiphenylsilyl)oxy)methyl)-5'-chloro-1'-(methyl-d3)spiro[cyclobutane-1,3'-pyrrolo[2,3-c]pyridin]-2'(1'H)-one [Si](C1=CC=CC=C1)(C1=CC=CC=C1)(C(C)(C)C)OCC1CC2(C(N(C3=CN=C(C=C32)Cl)C([2H])([2H])[2H])=O)C1